2-methoxy-2-methyltetrahydrofuran COC1(OCCC1)C